(S,E)-1-(2-ethyl-4-(1-(((2',4',5'-trifluoro-2-methyl-[1,1'-biphenyl]-4-yl)methoxy)imino)ethyl)benzyl)pyrrolidine-3-carboxylic acid C(C)C1=C(CN2C[C@H](CC2)C(=O)O)C=CC(=C1)/C(/C)=N/OCC1=CC(=C(C=C1)C1=C(C=C(C(=C1)F)F)F)C